3-(5-thiophen-2-ylfuran-2-yl)propanoate S1C(=CC=C1)C1=CC=C(O1)CCC(=O)[O-]